C(C)(C)C=1C=C2C=CN=CC2=CC1 6-isopropylisoquinolin